COC=1C=C2C=CN(C2=CC1[N+](=O)[O-])C(=O)OC(C)(C)C tert-butyl 5-methoxy-6-nitro-1H-indole-1-carboxylate